BrC1=C(C=C(C(=N1)C(=O)C=1C=2C=NNC2C(=CC1)F)NC(CCl)=O)C1CC1 N-(6-bromo-5-cyclopropyl-2-(7-fluoro-1H-indazole-4-carbonyl)pyridin-3-yl)-2-chloroacetamide